2,4-dichloro-7-ethoxy-8-fluoroquinazoline ClC1=NC2=C(C(=CC=C2C(=N1)Cl)OCC)F